sulfofluorane S(=O)(=O)(O)F